C1(CCCCC1)C1=C(N=NC(=C1C1CCCCC1)N[C@H]1CN(CCC1)C)C1=C(C=C(C=C1)C#C)O (R)-2-(4,5-dicyclohexyl-6-((1-methylpiperidin-3-yl)amino)pyridazin-3-yl)-5-ethynylphenol